4,5-dimethyl-6-[3-(4-methyl-3-pyridyl)-7,8-dihydro-5H-1,6-naphthyridin-6-yl]pyridazine CC1=CN=NC(=C1C)N1CC=2C=C(C=NC2CC1)C=1C=NC=CC1C